ClC=1C=C(C=CC1F)NC(N(C1COCC=2NC(C=3C=CC(=CC3C21)F)=O)CC)=O 3-(3-Chloro-4-fluorophenyl)-1-ethyl-1-(9-fluoro-6-oxo-1,4,5,6-tetrahydro-2H-pyrano[3,4-c]isoquinolin-1-yl)urea